C(N)(=S)N1N=C(CC1C1=CC=C(C=C1)C#N)C1=CC=C(OC2=CC(=NC=C2)C(=O)NC)C=C1 4-(4-(1-Carbamothioyl-5-(4-cyanophenyl)-4,5-dihydro-1H-pyrazol-3-yl)phenoxy)-N-methylpicolinamide